NC1=CC2=C(NC(=N2)NC(C)=O)C=C1 N-(5-amino-1H-benzo[d]imidazol-2-yl)acetamide